tert-butyl 6-(1-methylpiperidine-3-carboxamido)-4-phenylisoindoline-2-carboxylate CN1CC(CCC1)C(=O)NC1=CC(=C2CN(CC2=C1)C(=O)OC(C)(C)C)C1=CC=CC=C1